COC(=O)[C@]12C[C@H](CN2CC2(C1)CC2)F (6'R,7a'R)-6'-fluorodihydro-1'H,3'H-spiro[cyclopropane-1,2'-pyrrolizine]-7a'(5'H)-carboxylic acid methyl ester